ClC=1C=C(C=C(C1OC=1C=C2C=CNC(C2=CC1)=O)Cl)NN 2-(3,5-dichloro-4-((1-oxo-1,2-dihydroisoquinolin-6-yl)oxy)phenyl)hydrazine